N[C@@H]1C[C@@H](OC[C@@H]1OCC)C(=O)N1[C@H](C2=CC=CC=C2CC1)C1=CC=C(C=C1)F ((2r,4r,5r)-4-amino-5-ethoxytetrahydro-2H-pyran-2-yl)((S)-1-(4-fluorophenyl)-3,4-dihydroisoquinolin-2(1H)-yl)methanone